[2H]C1=C(C(=C(C(=C1N)[2H])[2H])S(=O)(=O)NC2=NC=CS2)[2H] sulfathiazole-D4